tert-Butyl 3-hydroxy-5-phenyl-piperidine-1-carboxylate OC1CN(CC(C1)C1=CC=CC=C1)C(=O)OC(C)(C)C